2,4,6-tri(2-methylpropanoyloxy)-1,3,5-triazine CC(C(=O)OC1=NC(=NC(=N1)OC(C(C)C)=O)OC(C(C)C)=O)C